4-nitro-4'-hydroxybiphenyl Methyl-3-(4-aminophenoxy)-2-(2-(1,1-difluoroethyl)-4-fluorophenyl)benzo[b]thiophene-6-carboxylate COC(=O)C=1C=CC2=C(SC(=C2OC2=CC=C(C=C2)N)C2=C(C=C(C=C2)F)C(C)(F)F)C1.[N+](=O)([O-])C1=CC=C(C=C1)C1=CC=C(C=C1)O